C[C@@H]1[C@H](CCC[C@@H]1C=C)S(=O)[O-].[Na+] sodium (1S,2S,3R)-2-methyl-3-vinylcyclohexane-1-sulfinate